4,7-bis(hydroxypropyl)1,4,7-triazacyclononane OCCCN1CCNCCN(CC1)CCCO